2-((2-(1-((tert-Butoxycarbonyl)(2-(6-methoxy-3-nitropyridin-2-yl)ethyl)-amino)ethyl)-4-fluorophenyl)amino)-4-chloro-5-fluorobenzoic acid hydrochloride Cl.C(C)(C)(C)OC(=O)N(C(C)C1=C(C=CC(=C1)F)NC1=C(C(=O)O)C=C(C(=C1)Cl)F)CCC1=NC(=CC=C1[N+](=O)[O-])OC